tert-butyl 6-[6-chloro-7-fluoro-1-(2-methylcyclopropyl)pyrazolo[4,3-c]pyridin-3-yl]-3-azabicyclo[3.1.0]hexane-3-carboxylate ClC1=C(C2=C(C=N1)C(=NN2C2C(C2)C)C2C1CN(CC21)C(=O)OC(C)(C)C)F